3-[[4-[1-(4-bromophenyl)-2-[tert-butoxycarbonyl(methyl)amino]ethoxy]-6-(2,6-dimethylphenyl)pyrimidin-2-yl]sulfamoyl]benzoic acid BrC1=CC=C(C=C1)C(CN(C)C(=O)OC(C)(C)C)OC1=NC(=NC(=C1)C1=C(C=CC=C1C)C)NS(=O)(=O)C=1C=C(C(=O)O)C=CC1